FC(F)(F)/C=1/C(=O)OC(\C1)=O trifluoromethylmaleic acid anhydride